methyl 3-cyano-2,2-dimethyl-butyrate C(#N)C(C(C(=O)OC)(C)C)C